6-fluoro-5-(1-methylcyclopropoxy)-1H-indazole FC1=C(C=C2C=NNC2=C1)OC1(CC1)C